(S)-2-(3,5-dimethyl-1H-pyrazol-4-yl)-N-(2-methyl-5-(2-(2-methylpyrrolidin-1-yl)acetamido)pyridin-3-yl)-1H-pyrrolo[2,3-b]pyridine-5-carboxamid CC1=NNC(=C1C1=CC=2C(=NC=C(C2)C(=O)NC=2C(=NC=C(C2)NC(CN2[C@H](CCC2)C)=O)C)N1)C